(2S,3R,4R,5S,6R)-2-(4-chloro-3-(4-hydroxybenzyl)phenyl)-6-(hydroxymethyl)tetrahydro-2H-pyran-3,4,5-triol ClC1=C(C=C(C=C1)[C@@H]1O[C@@H]([C@H]([C@@H]([C@H]1O)O)O)CO)CC1=CC=C(C=C1)O